diphenylphosphinophenylether C1(=CC=CC=C1)P(C1=CC=CC=C1)C1=C(C=CC=C1)OC1=C(C=CC=C1)P(C1=CC=CC=C1)C1=CC=CC=C1